tert-Butyl (3-(bis(4-methoxybenzyl)amino)-4-fluorophenyl)carbamate COC1=CC=C(CN(C=2C=C(C=CC2F)NC(OC(C)(C)C)=O)CC2=CC=C(C=C2)OC)C=C1